FC=1C(=CC2=C(N(C(=N2)NC=2OC3=C(N2)C=CC(=C3)OC(F)(F)F)C)C1)C(=O)O 6-fluoro-1-methyl-2-((6-(trifluoromethoxy)-benzo[d]oxazol-2-yl)-amino)-1H-benzo[d]-imidazole-5-carboxylic acid